C1=C(N=C(S1)N=C(N)N)CSCCC(=NS(=O)(=O)N)N The molecule is a member of 1,3-thiazoles, a sulfonamide and a member of guanidines. It has a role as an anti-ulcer drug, a H2-receptor antagonist and a P450 inhibitor.